4,4'-[(3,4-dihydroxyphenyl)methylene]bis(2-cyclohexyl-5-methylphenol) OC=1C=C(C=CC1O)C(C1=CC(=C(C=C1C)O)C1CCCCC1)C1=CC(=C(C=C1C)O)C1CCCCC1